trifluoro(oxetan-3-yl)potassium FC1(C(OC1)(F)F)[K]